C(C)(C)(C)C1=NC(=NO1)C(=O)NCC1=C(C=C(C=C1)C1=NC=NN2C1=CC(=C2)CCCCN2CCC(CC2)C2=CC=C(C=C2)NC2C(NC(CC2)=O)=O)F 5-(tert-butyl)-N-(4-(6-(4-(4-(4-((2,6-dioxopiperidin-3-yl)amino)phenyl)piperidin-1-yl)butyl)pyrrolo[2,1-f][1,2,4]triazin-4-yl)-2-fluorobenzyl)-1,2,4-oxadiazole-3-carboxamide